5-chloro-2-(4,4-difluoroazepan-1-yl)-N-(4-fluoro-3-(N'-hydroxycarbamimidoyl)phenyl)-6-isopropyl-nicotinamide ClC=1C(=NC(=C(C(=O)NC2=CC(=C(C=C2)F)C(N)=NO)C1)N1CCC(CCC1)(F)F)C(C)C